(S)-3-(3-(hydroxymethyl)-4-methylphenyl)-3-(8-methyl-3-(trifluoromethyl)[1,2,4]triazolo[4,3-a]pyridine-7-yl)propanoate OCC=1C=C(C=CC1C)[C@H](CC(=O)[O-])C1=C(C=2N(C=C1)C(=NN2)C(F)(F)F)C